BrC1=CC=C(C=C1)C=1N=C2N(C=CC(=C2)Cl)C1C=O 2-(4-BROMOPHENYL)-7-CHLOROIMIDAZO[1,2-A]PYRIDIN-3-CARBALDEHYDE